CS(=O)(=O)C1=CC=C(OCC2C[C@H](N(C2)C(=O)OC(C)(C)C)C(=O)OC)C=C1 (2S)-1-tert-butyl 2-methyl 4-((4-(methylsulfonyl)phenoxy)methyl)pyrrolidine-1,2-dicarboxylate